1-((1H-indol-5-yl)sulfonyl)-N-(5-fluoropyridin-2-yl)-1H-pyrazole-3-carboxamide N1C=CC2=CC(=CC=C12)S(=O)(=O)N1N=C(C=C1)C(=O)NC1=NC=C(C=C1)F